2-(4-((2-acetyl-1,4-dimethyl-1H-imidazol-5-yl)oxy)-3-fluorophenyl)-4-(2,6-difluorobenzyl)-2,4-dihydro-3H-1,2,4-triazol-3-one C(C)(=O)C=1N(C(=C(N1)C)OC1=C(C=C(C=C1)N1N=CN(C1=O)CC1=C(C=CC=C1F)F)F)C